dimethyl-8-isopropyl-pentadecane CC(CCCCCCC(CCCCCCC)C(C)C)C